9-[5-chloro-1-(1-cyclopropyl-1H-pyrazol-4-yl)-1H-indazol-6-yl]-1,4,5,6,7,8-hexahydro-4,7-epiminocyclohepta[c]pyrazole ClC=1C=C2C=NN(C2=CC1N1C2CCC1CC=1NN=CC12)C=1C=NN(C1)C1CC1